2-{[(1S)-1-{4-[(1S)-1-(4-Acryloylpiperazin-1-yl)-2-cyclopropylethyl]phenyl}ethyl]amino}-8-(propan-2-yl)pyrido[2,3-d]pyrimidin-7(8H)-on C(C=C)(=O)N1CCN(CC1)[C@@H](CC1CC1)C1=CC=C(C=C1)[C@H](C)NC=1N=CC2=C(N1)N(C(C=C2)=O)C(C)C